rac-5-((5-(5-chloropyridin-2-yl)oxazol-2-yl)amino)-N-(2,3-dihydroxypropyl)pyridineamide hydrochloride Cl.ClC=1C=CC(=NC1)C1=CN=C(O1)NC=1C=CC(=NC1)C(=O)NC[C@H](CO)O |r|